4-Cyclopropyl-N-((5-(1-(5,5-difluoro-2-oxotetrahydropyrimidin-1(2H)-yl)-2-methoxyethyl)benzo[d]oxazol-2-yl)(4-fluorocyclohexyl)methyl)-1,2,5-oxadiazole-3-carboxamide C1(CC1)C=1C(=NON1)C(=O)NC(C1CCC(CC1)F)C=1OC2=C(N1)C=C(C=C2)C(COC)N2C(NCC(C2)(F)F)=O